N-(5-((6-((S)-3-(3-chloro-2-fluorobenzyl)isoxazolidine-2-yl)pyrimidine-4-yl)amino)-2-(4-cyclopropylpiperazine-1-yl)-4-methoxyphenyl)acrylamide ClC=1C(=C(C[C@@H]2N(OCC2)C2=CC(=NC=N2)NC=2C(=CC(=C(C2)NC(C=C)=O)N2CCN(CC2)C2CC2)OC)C=CC1)F